C(C(C)C)C=1C=C(C(=C(NC)C1)C=1N=NNN1)N1CCN(CC1)CC=1N=NC=CC1 5-isobutyl-N-meth-yl-3-[4-(pyridazin-3-ylmethyl)piperazin-1-yl]-2-(2H-tetrazol-5-yl)aniline